1-(4-fluorophenyl)-1-(2-piperazin-1-ylpyrimidin-5-yl)ethylamine FC1=CC=C(C=C1)C(C)(C=1C=NC(=NC1)N1CCNCC1)N